C(C)(=O)N1CCC(=CC1)C1=NNC2=CC=C(C=C12)C1=C2CN(C(C2=C(C=C1)N)=O)CC(C#N)=C 2-({4-[3-(1-acetyl-1,2,3,6-tetrahydropyridin-4-yl)-1H-indazol-5-yl]-7-amino-1-oxo-2,3-dihydro-1H-isoindol-2-yl}methyl)prop-2-enenitrile